5-{[9-chloro-7-(5-fluoroindol-1-yl)-3,5-dihydro-2H-1,4-benzoxazepin-4-yl]methyl}pyrimidine-2-carboxylate ClC1=CC(=CC=2CN(CCOC21)CC=2C=NC(=NC2)C(=O)[O-])N2C=CC1=CC(=CC=C21)F